1-(6-((5-bromo-2-chloropyrimidin-4-yl)amino)-2-methylquinolin-5-yl)-2,5-dihydropyrrole 1-oxide BrC=1C(=NC(=NC1)Cl)NC=1C(=C2C=CC(=NC2=CC1)C)[N+]1(CC=CC1)[O-]